N-{(2S,3R,4S)-2-[(2,3'-difluoro[1,1'-biphenyl]-3-yl)methyl]-4-fluoro-1-[(2R)-oxolane-2-carbonyl]pyrrolidin-3-yl}ethanesulfonamide FC1=C(C=CC=C1C[C@@H]1N(C[C@@H]([C@@H]1NS(=O)(=O)CC)F)C(=O)[C@@H]1OCCC1)C1=CC(=CC=C1)F